N-(5-Cyano-6-(2H-1,2,3-triazol-2-yl)pyridin-3-yl)-1-(1,6-naphthyridin-4-yl)-5-(trifluoromethyl)-1H-pyrazol-4-carboxamid C(#N)C=1C=C(C=NC1N1N=CC=N1)NC(=O)C=1C=NN(C1C(F)(F)F)C1=CC=NC2=CC=NC=C12